COC(=O)C=1C(=NC=C(C1)C=1SC=CC1)NC1=NN(C(=C1)CC(C)C)C1=CC(=CC=C1)OC 2-[[5-isobutyl-1-(3-methoxyphenyl)pyrazol-3-yl]amino]-5-(thiophen-2-yl)pyridine-3-carboxylic acid methyl ester